SN[C@@H](CS)C(=O)O sulfhydryl-(cysteine)